[N+]1(=CC=NC=2CCCCC12)[O-] 5,6,7,8-tetrahydroquinoxaline 1-oxide